3-(4-methylcyclohex-3-en-1-yl)butanal CC1=CCC(CC1)C(CC=O)C